CC1=C(C=CC(=C1)CC(C)C)CC(=O)O 2-methyl-4-(2-methyl-propyl)phenylacetic acid